CNS(=O)(=O)C1=CC=C(C=C1)S(=O)(=O)N(C)C N1,N4,N4-trimethylbenzene-1,4-disulfonamide